CC(C)CCC[C@@H](C)[C@H]1CC[C@H]2[C@@H]3C[C@H]([C@]4(C[C@@H](CC[C@]4(C)[C@H]3CC[C@]12C)O)O)O cholestane-3α,5α,6β-triol